ClC1=CC=C(N=N1)N[C@@H]1CC(CN(C1)C(=O)OC(C)(C)C)(F)F |r| (rac)-tert-Butyl 5-((6-chloropyridazin-3-yl)amino)-3,3-difluoropiperidine-1-carboxylate